C(C=C)(=O)OCC(COCCC[Si](O[Si](O[Si](CC)(CC)C)(CC)CC)(CC)CC)O 3-[3-(5-methyl-1,1,3,3,5,5-hexaethyl-1-trisiloxanyl)propoxyl]-2-hydroxylpropyl acrylate